C(CCCCCCCC(=O)O)C(=O)O octane-1,8-dicarboxylic acid